2,4-bis(2-hydroxy-4-propyloxyphenyl)-6-(2,4-xylyl)-1,3,5-triazine OC1=C(C=CC(=C1)OCCC)C1=NC(=NC(=N1)C1=C(C=C(C=C1)OCCC)O)C1=C(C=C(C=C1)C)C